((S)-5-(4-(2-aminoethyl)phenyl)-2,5-diazabicyclo[2.2.1]heptan-2-yl)-1-(2-hydroxyphenyl)prop-2-en-1-one NCCC1=CC=C(C=C1)N1C2CN([C@H](C1)C2)C(C(=O)C2=C(C=CC=C2)O)=C